1-Benzyl-3,4-dimethyl-3-((phenylseleno)methyl)-5-(p-tolyl)-1H-pyrrol-2(3H)-one C(C1=CC=CC=C1)N1C(C(C(=C1C1=CC=C(C=C1)C)C)(C[Se]C1=CC=CC=C1)C)=O